C(C1=CC(=C(C(=C1)C(C)(C)C)O)C(C)(C)C)C1=CC(=C(C(=C1)C(C)(C)C)O)C(C)(C)C 4,4'-methylene-bis(2,6-di-tertbutylphenol)